1-(trifluoromethyl)pyrazole-4-carboxamide FC(N1N=CC(=C1)C(=O)N)(F)F